Methyl 5-({[1-(2-chloro-4-fluorophenyl) cyclopropyl] carbonyl} amino)-2-(1-cyclobutyl-1H-pyrazol-4-yl)benzoate ClC1=C(C=CC(=C1)F)C1(CC1)C(=O)NC=1C=CC(=C(C(=O)OC)C1)C=1C=NN(C1)C1CCC1